N-tert-butyl-2-([2-chloro-5H,6H,7H-cyclopenta[d]pyrimidin-4-yl](methyl)amino)acetamide C(C)(C)(C)NC(CN(C)C=1C2=C(N=C(N1)Cl)CCC2)=O